N-[(1S)-1-(dicyclopropylmethyl)-2-[4-(3,5-dimethyl-1H-pyrazol-4-yl)anilino]-2-oxo-ethyl]-2-isopropyl-1,2,4-triazole-3-carboxamide C1(CC1)C([C@@H](C(=O)NC1=CC=C(C=C1)C=1C(=NNC1C)C)NC(=O)C=1N(N=CN1)C(C)C)C1CC1